13-(3-(2,5,8,11-tetraoxatetradec-13-en-13-yl)phenyl)-2,5,8,11-tetraoxatetradec-12-en COCCOCCOCCOCC(=C)C=1C=C(C=CC1)C(=COCCOCCOCCOC)C